1-(3-(4-cyclopropylphenyl)oxetan-3-yl)-4-(propane-1-yne-1-yl)-1H-indazole-7-carboxylic acid methyl ester COC(=O)C=1C=CC(=C2C=NN(C12)C1(COC1)C1=CC=C(C=C1)C1CC1)C#CC